C(C=C)OCC(C(=O)NCCCOC1=C(C=C(C(=O)[O-])C=C1C)C)C 4-(3-(3-(allyloxy)-2-methylpropanamido)propoxy)-3,5-dimethylbenzoate